5-((7-methyl-6-oxo-6H-purin-1(7H)-yl)methyl)-3-(2-(naphthalen-2-yl)ethyl)-1,3,4-oxadiazol-2(3H)-one CN1C=NC=2N=CN(C(C12)=O)CC1=NN(C(O1)=O)CCC1=CC2=CC=CC=C2C=C1